FC=1C=C(C=C2C=CNC12)O 7-fluoro-1H-indol-5-ol